O=C(CCCC(=O)O)OCC[Si](C)(C)C 5-oxo-5-(2-(trimethylsilyl)ethoxy)pentanoic acid